2-bromo-6-trifluoromethyl-6,7-dihydro-5H-pyrrolo[1,2-a]Imidazole BrC=1N=C2N(C1)CC(C2)C(F)(F)F